NC1=NC(=CC(=N1)N1[C@@H](COCCC1)C=1C=C(C(=O)NCC)C=CC1Cl)C |r| (+/-)-3-[4-(2-amino-6-methyl-pyrimidin-4-yl)-1,4-oxazepan-3-yl]-4-chloro-N-ethyl-benzamide